FC=1C(=C(C=CC1F)C1=COC(=C1O)C(C)C)OC 3-(3,4-difluoro-2-methoxyphenyl)-4-hydroxy-5-isopropylfuran